2-amino-5-(1-(2-(3,5-difluorophenyl)-2-hydroxyacetyl)-4-fluoroindolin-5-yl)-N-isopropylnicotinamide NC1=C(C(=O)NC(C)C)C=C(C=N1)C=1C(=C2CCN(C2=CC1)C(C(O)C1=CC(=CC(=C1)F)F)=O)F